[Cl-].C(=C)C1=CC=C(C=C1)[N+](C)(C)C p-vinyl-phenyl-trimethyl-ammonium chloride